CC1=CC2=C(C=C1)C1(CCN(CC1)C=1OC3(C(N1)=O)CC1=CC=CC=C1C3)OC2=O 5-methyl-1'-(4'-oxo-1,3-dihydro-4'H-spiro[indene-2,5'-[1,3]oxazol]-2'-yl)-3H-spiro[2-benzofuran-1,4'-piperidin]-3-one